CC=1C(NC=2C=C(C=NC2C1)CN1CCN(CC1)C1=NC=C(C#N)C=C1)=O 6-(4-((7-Methyl-6-oxo-5,6-dihydro-1,5-naphthyridin-3-yl)methyl)piperazin-1-yl)nicotinonitrile